2-piperidinecarboxylic acid 2,6-dimethyl-4-chlorophenylamide CC1=C(C(=CC(=C1)Cl)C)NC(=O)C1NCCCC1